tert-Butyl N-(2-bromo-5-nitro-4-pyridyl)carbamate BrC1=NC=C(C(=C1)NC(OC(C)(C)C)=O)[N+](=O)[O-]